FC=1C=C(C=CC1)C1=CC=C(S1)CC(=O)N1CCN(CC1)C 2-(5-(3-Fluorophenyl)thiophen-2-yl)-1-(4-methylpiperazin-1-yl)ethan-1-on